2H-indazol-6-carboxylate N=1NC=C2C=CC(=CC12)C(=O)[O-]